8-hydroxy-6,7-epoxy-1-octene OCC1C(CCCC=C)O1